C(C1=CC=CC=C1)(=O)NC1=CC(=NN1C)C1=C(C=C(C=C1)NC(C1=C(N=CC=C1)C)=O)F N-(4-(5-Benzamido-1-methyl-1H-pyrazol-3-yl)-3-fluorophenyl)-2-methylnicotinamide